trans-3-tridecene-1,1-dicarboxylic anhydride C1(C\C=C\CCCCCCCCC)C(=O)OC1=O